CN(C1=CC=C(CC(C(C)N)N)C=C1)C 1-(4-(Dimethylamino)benzyl)-1,2-propandiamin